C1(CC1)C1=C(C(=C(C=C1)C1=CC=C(C=C1)C)F)C(=O)N cyclopropyl-2-fluoro-4'-methyl-[1,1'-biphenyl]-3-carboxamide